C(C)(C)(C)C=1C=C(C(=C(C1)NC(OC1=CC=CC=C1)=O)OC)C(NC)=O phenyl (5-(tert-butyl)-2-methoxy-3-(methylcarbamoyl)phenyl)carbamate